CN1CCN(CC1)C(=O)C1=CC=C(C=C1)NC=1N=C(C2=C(N1)C=CS2)N2N=CCC2C2=CC=CC=C2 (4-methylpiperazin-1-yl)(4-((4-(5-phenyl-4,5-dihydro-1H-pyrazol-1-yl)thieno[3,2-d]pyrimidin-2-yl)amino)phenyl)methanone